ClC1=C(C(=O)NNC(=O)C2C(CCCC2)C(=O)O)C=CC(=C1)NC(=O)C1CC1 2-(2-(2-chloro-4-(cyclopropanecarboxamido)benzoyl)hydrazine-1-carbonyl)cyclohexane-1-carboxylic acid